N,N-dimethylpentacosane-16,19-dien-6-amine CN(C(CCCCC)CCCCCCCCCC=CCC=CCCCCC)C